3-[2-(2-Benzyloxyphenyl)-1-hydroxyethyl]-1H-1,2,4-triazole-5(4H)-thione C(C1=CC=CC=C1)OC1=C(C=CC=C1)CC(O)C1=NNC(N1)=S